N1=CN=C2NC=NC2=C1N1CC2(CC2)C[C@H]1C1=NC2=CC=CC(=C2C(N1CC1=CC=C(C(=O)NO)C=C1)=O)F (S)-4-((2-(5-(9H-purin-6-yl)-5-azaspiro[2.4]heptan-6-yl)-5-fluoro-4-oxoquinazolin-3(4H)-yl)methyl)-N-hydroxybenzoamide